anthra-anthrone C1=CC=CC=2C=C3C4=C(C=CC3=CC12)C1=CC=2C=CCC(C2C=C1C=C4)=O